(S)-N-(1-(3-Methyl-4-(4-(trifluoromethyl)-3-(4-(trifluoromethyl)piperidin-1-yl)benzyl)piperazine-1-carbonyl)-1H-pyrazol-3-yl)methanesulfonamide C[C@H]1CN(CCN1CC1=CC(=C(C=C1)C(F)(F)F)N1CCC(CC1)C(F)(F)F)C(=O)N1N=C(C=C1)NS(=O)(=O)C